CS(=O)(=O)C1=C(CC2CC3(CN(C3)C(=O)N3CC4(C3)NC(OC4)=O)C2)C=CC(=C1)C(F)(F)F 2-[6-[2-methanesulfonyl-4-(trifluoromethyl)benzyl]-2-azaspiro[3.3]heptane-2-carbonyl]-7-oxa-2,5-diazaspiro[3.4]octan-6-one